Silicon Germanium-on [GeH3+]=O.[Si+4]